(R)-1-(1-(cyclopropylsulfonyl)azetidin-3-yl)-3-(isoquinolin-4-yl)-2-oxoimidazoline-4-carbonitrile C1(CC1)S(=O)(=O)N1CC(C1)N1C(N([C@H](C1)C#N)C1=CN=CC2=CC=CC=C12)=O